FC=1C=C(C=CC1C(F)(F)F)C=1N(C(=CN1)C)CC1=C(C=CC=C1)OC 2-(3-fluoro-4-(trifluoromethyl)phenyl)-1-(2-methoxybenzyl)-5-methyl-1H-imidazole